CNCCOC(C=C)=O acrylic acid monomethylaminoethyl ester